((tert-butoxycarbonyl)amino)-3-[(2S)-morpholin-2-yl]propanoate C(C)(C)(C)OC(=O)NC(C(=O)[O-])C[C@H]1CNCCO1